OC(C1=CC=CC=C1)(O)O trihydroxyphenylmethan